tert-butyl 2-((1-(9-methyl-5-(piperidin-1-yl)imidazo[1,2-c]quinazolin-7-yl)ethyl)amino)benzoate CC1=CC=2C=3N(C(=NC2C(=C1)C(C)NC1=C(C(=O)OC(C)(C)C)C=CC=C1)N1CCCCC1)C=CN3